diphenyl p-aminophenyl phosphate P(=O)(OC1=CC=CC=C1)(OC1=CC=CC=C1)OC1=CC=C(C=C1)N